COC1=CC=C(C=C1)C=1C=2N(C=CC1)C(=NC2)C(C)(C)NC(OC(C)(C)C)=O tert-butyl (2-(8-(4-methoxyphenyl)imidazo[1,5-a]pyridin-3-yl)propan-2-yl)carbamate